2,7-dimethyl-3,6-di-t-butylfluorene CC1=CC=2CC3=CC(=C(C=C3C2C=C1C(C)(C)C)C(C)(C)C)C